(R)-7-(6-(2-hydroxypropan-2-yl)pyridin-3-yl)-3-methyl-1-(2-(tetrahydro-2H-pyran-4-yl)ethyl)-3,4-dihydropyrazino[2,3-b]pyrazin-2(1H)-one OC(C)(C)C1=CC=C(C=N1)C1=CN=C2C(=N1)N(C([C@H](N2)C)=O)CCC2CCOCC2